C(C1=CC=CC=C1)N1C2CN(C(C1)C2)C2=NC1=CC=CC=C1C(=N2)NC2=NNC(=C2)C 2-(5-benzyl-2,5-diazabicyclo[2.2.1]heptan-2-yl)-N-(5-methyl-1H-pyrazol-3-yl)quinazolin-4-amine